Dysprosium-europium [Eu].[Dy]